4-(2-cyclopropyl-oxazol-4-yl)-N-((4-(4-methoxy-3-methylphenyl)bicyclo[2.2.2]oct-1-yl)methyl)pyridin-2-amine C1(CC1)C=1OC=C(N1)C1=CC(=NC=C1)NCC12CCC(CC1)(CC2)C2=CC(=C(C=C2)OC)C